diethylphenylphenyl phosphate P(=O)(OC1=C(C(=C(C=C1)CC)CC)C1=CC=CC=C1)([O-])[O-]